5-((benzyloxy)methyl)-4-(4-(methoxymethoxy)phenyl)-1-methyl-1H-1,2,3-triazole C(C1=CC=CC=C1)OCC1=C(N=NN1C)C1=CC=C(C=C1)OCOC